C(CCCCC(C)C)OC=1C(C(=O)O)=CC=CC1.C(C)C1=C(C(C(=O)O)=CC=C1)OCCCCCC.C(C([2H])([2H])[2H])(C([2H])([2H])[2H])(C([2H])([2H])[2H])O t-butanol-d9 ethylhexyl-salicylate (isooctyl-salicylate)